FC(C1(COC1)C=1C=C(C=CC1)N1CC2=C(C=C(C=C2C1=O)CC1CN(C1)C(=O)OCCCC)C(F)(F)F)C1=NN=CN1C Butyl 3-((2-(3-(3-(fluoro(4-methyl-4H-1,2,4-triazol-3-yl)methyl)oxetan-3-yl)phenyl)-3-oxo-7-(trifluoromethyl)isoindolin-5-yl)methyl)azetidine-1-carboxylate